3-bromo-6-(1-(5-fluoro-2-(trifluoromethoxy)phenyl)ethyl)-7,8-dihydro-1,6-naphthyridin-5(6H)-one BrC=1C=NC=2CCN(C(C2C1)=O)C(C)C1=C(C=CC(=C1)F)OC(F)(F)F